3-(2-methoxy-4-dimethylaminophenyl)-3-(2-hydroxy-4,5-Dichlorophenyl)phthalide COC1=C(C=CC(=C1)N(C)C)C1(OC(=O)C2=CC=CC=C12)C1=C(C=C(C(=C1)Cl)Cl)O